2,2-din-butyl-1,3-propanediol C(CCC)C(CO)(CO)CCCC